3-[(2-chlorobenzyl)sulfanyl]-5,6-dimethyl-[1,2,4]triazolo[4,3-a]pyrimidin-7(8H)-one ClC1=C(CSC2=NN=C3N2C(=C(C(N3)=O)C)C)C=CC=C1